3-bromo-9-chloro-8-hydroxy-6,6-dimethyl-5,6-dihydro-11H-benzo[b]carbazole BrC1=CC=C2C=3CC4=C(C(C3NC2=C1)(C)C)C=C(C(=C4)Cl)O